7-{(1R)-1-[1-(2,4-difluorophenyl)-1H-1,2,3-triazol-4-yl]ethyl}-5-[2-(trifluoromethyl)pyrimidin-5-yl]pyrrolo[2,1-f][1,2,4]triazin-4-amine FC1=C(C=CC(=C1)F)N1N=NC(=C1)[C@H](C)C1=CC(=C2C(=NC=NN21)N)C=2C=NC(=NC2)C(F)(F)F